(2S,3S)-3-((2-bromo-5-fluoro-6-(thiophen-2-yl)pyrimidin-4-yl)amino)bicyclo[2.2.2]octane-2-carboxylic acid BrC1=NC(=C(C(=N1)N[C@@H]1[C@H](C2CCC1CC2)C(=O)O)F)C=2SC=CC2